C(C1=CC=CC=C1)NC([C@H](CCCNC(CF)=N)NC(=O)C=1C=C(C=CC1OC)C1=CC(=CC=C1)C)=O (S)-N-(1-(Benzylamino)-5-(2-fluoroacetimidamido)-1-oxopentan-2-yl)-4-methoxy-3'-methyl-[1,1'-biphenyl]-3-carboxamide